(R)-7-(3,5-difluorobenzyl)-6-(methoxymethyl)-2-(5-methyl-2-((1-methyl-1H-pyrazol-5-yl)amino)pyrimidin-4-yl)-6,7-dihydroimidazo[1,2-a]pyrazin-8(5H)-one FC=1C=C(CN2C(C=3N(C[C@@H]2COC)C=C(N3)C3=NC(=NC=C3C)NC3=CC=NN3C)=O)C=C(C1)F